CN(S(=O)(=O)C1=CC=C(C=C1)C=1C2(CC(ON2)=O)C(N(N1)C)=O)C N,N-dimethyl-4-{8-methyl-3,9-dioxo-2-oxa-1,7,8-triazaspiro[4.4]non-6-en-6-yl}benzene-1-sulfonamide